BrC1=NC(=NC=C1)NCC1=CC=C(C=C1)OC 4-bromo-N-(4-methoxybenzyl)pyrimidin-2-amine